BrC=1C=C2C(=CC=NC2=CC1)SC(C(=O)C=1C(=NC=CC1)N)(C)C 2-(6-bromoquinolin-4-ylthio)-2-methylpropionyl-(2-aminopyridine)